sodium para-hydroxybenzoate sodium ethyl-para-hydroxybenzoate C(C)OC(C1=CC=C(C=C1)O)=O.[Na+].OC1=CC=C(C(=O)[O-])C=C1.[Na+].OC1=CC=C(C(=O)[O-])C=C1